4-((3-(5-chlorothien-2-yl)-1-(2,2-difluoroethyl)-1H-indazol-5-yl)amino)phenylacetic acid ClC1=CC=C(S1)C1=NN(C2=CC=C(C=C12)NC1=CC=C(C=C1)CC(=O)O)CC(F)F